N-((1-Cyclopropyl-4-(6-(6-(difluoromethyl)imidazo[1,2-b]pyridazin-3-yl)pyrimidin-4-yl)-3-methylpiperazin-2-yl)methyl)methanesulfonamide C1(CC1)N1C(C(N(CC1)C1=NC=NC(=C1)C1=CN=C2N1N=C(C=C2)C(F)F)C)CNS(=O)(=O)C